methyl (1R,3S)-1-((2'-(benzyloxy)-6-chloro-3'-fluoro-[1,1'-biphenyl]-3-yl)methyl)-3-(methylsulfonamido)cyclopentane-1-carboxylate C(C1=CC=CC=C1)OC1=C(C=CC=C1F)C1=CC(=CC=C1Cl)C[C@]1(C[C@H](CC1)NS(=O)(=O)C)C(=O)OC